(cis-2-methyl-6-(2-methylpyridin-4-yl)morpholino)-7,8-dihydropyrimido[5,4-d]pyrrolo[1,2-a]pyrimidin-10(6H)-one C[C@@H]1O[C@@H](CN(C1)C=1N=CC=2N=C3N(C(C2N1)=O)CCC3)C3=CC(=NC=C3)C